C1(=C(C(=CC=C1)C)C)[B-](C1=C(C(=CC=C1)C)C)(C1=C(C(=CC=C1)C)C)C1=C(C(=CC=C1)C)C tetrakis(xylyl)borate